ClC1=C(C=C(N)C=C1)C1=NC=CC=C1 4-CHLORO-3-(PYRIDIN-2-YL)ANILINE